IC=1C(=NN(C1C)C1CC2(CN(C2)C(=O)OC(C)(C)C)C1)N1C(CC2(CN(CCO2)C)CC1)(C)C Tert-butyl 6-(4-iodo-5-methyl-3-(4,8,8-trimethyl-1-oxa-4,9-diazaspiro[5.5]undecan-9-yl)-1H-pyrazol-1-yl)-2-azaspiro[3.3]heptane-2-carboxylate